(3-(3,5-difluorophenyl)-2,7-dimethyl-2,4,5,7-tetrahydro-6H-pyrazolo[3,4-c]pyridin-6-yl)(quinoxalin-6-yl)methanone FC=1C=C(C=C(C1)F)C=1N(N=C2C(N(CCC21)C(=O)C=2C=C1N=CC=NC1=CC2)C)C